(2-methylimidazo[1,2-a]pyridin-6-yl)-6-(4-methylpiperazin-1-yl)nicotinamide CC=1N=C2N(C=C(C=C2)C2=C(C(=O)N)C=CC(=N2)N2CCN(CC2)C)C1